(3-(benzofuran-7-carboxamido)phenyl)boronic acid O1C=CC2=C1C(=CC=C2)C(=O)NC=2C=C(C=CC2)B(O)O